C(CCC)N(CC=O)C 2-[BUTYL(METHYL)AMINO]ACETALDEHYDE